CC1CCC(CC1)NC(OC1=CC(=C(C=C1)F)C=1C=NC=C(C1)C=1OC=NN1)=O 3-(5-(1,3,4-oxadiazol-2-yl)pyridin-3-yl)-4-fluorophenyl (4-methylcyclohexyl)carbamate